CC1=CCC(CC1)C(=C)C 1-methyl-4-(prop-1-en-2-yl)cyclohex-1-ene